4-(2-((1r,2r)-2-hydroxycyclohexylamino)benzothiazol-6-yloxy)-N-methylpyridineamide hydrochloride Cl.O[C@H]1[C@@H](CCCC1)NC=1SC2=C(N1)C=CC(=C2)OC2=CC(=NC=C2)C(=O)NC